C(CCCCCCCCC(C)C)C=1C(=C(C(=C(C1C(=O)O)C(=O)O)CCCCCCCCCC(C)C)C(=O)O)CCCCCCCCCC(C)C tri-i-dodecyl-trimellitic acid